(3S,5S)-2-((S)-2-((S)-2-amino-3-cyclopropyl-N-methylpropanamido)-3-cyclopropylpropanoyl)-9-methoxy-7-(4-methoxybenzyl)-6-oxo-2,7-diazaspiro[4.4]nonane-3-carboxamide N[C@H](C(=O)N(C)[C@H](C(=O)N1C[C@]2(C[C@H]1C(=O)N)C(N(CC2OC)CC2=CC=C(C=C2)OC)=O)CC2CC2)CC2CC2